CN(C(C(C)(C)C)=O)C(C)C N-methyl-N-(1-methylethyl)-2,2-dimethylpropanamide